(1r,4r)-2'-{[1-(tert-butoxycarbonyl)piperidin-4-yl]methyl}-4-(3-chloroanilino)spiro[cyclohexane-1,1'-indene]-4-carboxylic acid C(C)(C)(C)OC(=O)N1CCC(CC1)CC=1C2(C3=CC=CC=C3C1)CCC(CC2)(C(=O)O)NC2=CC(=CC=C2)Cl